(E)-ethyl 4-(3-bromo-4-(cinnamoyloxy)phenyl)-6-methyl-2-thioxo-1,2,3,4-tetrahydropyrimidine-5-carboxylate BrC=1C=C(C=CC1OC(\C=C\C1=CC=CC=C1)=O)C1NC(NC(=C1C(=O)OCC)C)=S